tris(2,4-bis(trifluoromethyl)phenyl)borane FC(C1=C(C=CC(=C1)C(F)(F)F)B(C1=C(C=C(C=C1)C(F)(F)F)C(F)(F)F)C1=C(C=C(C=C1)C(F)(F)F)C(F)(F)F)(F)F